O=C(CC1=NC=CC(=C1C(=O)O)C(F)(F)F)OC(C)C 2-[2-oxo-2-(propan-2-yloxy)ethyl]-4-(trifluoromethyl)pyridine-3-carboxylic acid